methylenebis(4,6-di-tert-butylphenyl) fluorophosphite P1(OC2=C(C=C(C=C2C(C)(C)C)C(C)(C)C)CC2=C(C(=CC(=C2)C(C)(C)C)C(C)(C)C)O1)F